C(C1=CC=CC=C1)OC1=NC(=CC=C1N1C(NC2=C1C=CC(=C2F)Br)=O)OCC2=CC=CC=C2 1-(2,6-bis(benzyloxy)pyridin-3-yl)-5-bromo-4-fluoro-1H-benzo[d]imidazol-2(3H)-one